C(C)(C)N1N=CC(=C1)C(=O)NC1=CC2=C(C=N1)C=C(N2)C2=CC=NC=C2 1-isopropyl-N-(2-(pyridin-4-yl)-1H-pyrrolo[3,2-c]pyridin-6-yl)-1H-pyrazole-4-carboxamide